ethyl 1-[2-[4-[[(1Z)-2-ethoxy-3,3,3-trifluoro-1-propen-1-yl]oxy]phenyl]ethyl]-1H-pyrazole-4-carboxylate C(C)O\C(=C/OC1=CC=C(C=C1)CCN1N=CC(=C1)C(=O)OCC)\C(F)(F)F